BrC=1\C(\NC=C(C1)Cl)=N/N (E)-3-bromo-5-chloro-2-hydrazineylidene-1,2-dihydropyridine